C(C)(=O)C1=CN(C2=CC=C(C=C12)N1C(CCC1)=O)CC(=O)N(C1CC1)CC(=O)NCC1=C(C(=CC=C1)Cl)F 2-(3-acetyl-5-(2-oxopyrrolidin-1-yl)-1H-indol-1-yl)-N-(2-((3-chloro-2-fluorophenylmethyl)amino)-2-oxoethyl)-N-cyclopropylacetamide